5-Chloro-3-(3-(4-methyl-5-oxo-4,6-diazaspiro[2.4]heptane-6-yl)piperidin-1-yl)-1,2,4-Triazine-6-carbonitrile ClC=1N=C(N=NC1C#N)N1CC(CCC1)N1C(N(C2(CC2)C1)C)=O